BrC1=CC2=C(SC(=C2)C(=O)N2CCN(CC2)C2=CC=C(C=C2)OC)C2=CC=CC=C12 (5-Bromonaphtho[1,2-b]thiophen-2-yl)(4-(4-methoxyphenyl)piperazin-1-yl)methanone